(3S,6S,9S,12S,15S,18R)-6-(aminomethyl)-9,16-bis(cyclopentylmethyl)-3-((S)-1-hydroxyethyl)-12-isobutyl-13,15,18-trimethyl-1,4,7,10,13,16-hexaazacyclooctadecane-2,5,8,11,14-pentaone NC[C@H]1C(N[C@H](C(N[C@@H](CN([C@H](C(N([C@H](C(N[C@H](C(N1)=O)CC1CCCC1)=O)CC(C)C)C)=O)C)CC1CCCC1)C)=O)[C@H](C)O)=O